FC1=CC=C(OCC(=O)NC23CC(C2)(C3)NC=3C=2N(C=CN3)N=C(C2)C)C=C1 2-(4-fluorophenoxy)-N-{3-[(2-methylpyrazolo[1,5-a]pyrazin-4-yl)amino]bicyclo[1.1.1]pentan-1-yl}acetamide